tert-Butyl 6-[1-(1,4-dimethyl-1H-benzotriazol-5-yl)-3-ethoxy-3-oxopropyl]-4-{[(4R)-4-methyl-1,1-dioxido-3,4-dihydro-2H-5,1,2-benzoxathiazepin-2-yl]methyl}-1H-indole-1-carboxylate CN1N=NC2=C1C=CC(=C2C)C(CC(=O)OCC)C2=CC(=C1C=CN(C1=C2)C(=O)OC(C)(C)C)CN2S(C1=C(O[C@@H](C2)C)C=CC=C1)(=O)=O